tert-Butyl 6-(6-chloropyridin-2-yl)-3-azabicyclo[4.1.0]heptane-3-carboxylate ClC1=CC=CC(=N1)C12CCN(CC2C1)C(=O)OC(C)(C)C